ClC=1C=NN(C(C1Cl)=O)[C@@H](C(=O)NC1=NC(=C(C=C1)C)S(NCC1=NC=CC=C1)(=O)=O)C |r| (rac)-2-(4,5-dichloro-6-oxopyridazin-1(6H)-yl)-N-(5-methyl-6-(N-(pyridin-2-ylmethyl)sulfamoyl)pyridin-2-yl)propanamide